C(C1=CC=CC=C1)OC1=C(N(C=CC1=O)CC(C1=CC=CC=C1)=O)C 3-(benzyloxy)-2-methyl-1-(2-oxo-2-phenylethyl)pyridin-4(1H)-one